ClC=1C(=NC=CC1C1=NC(=C(C=C1)CNC[C@H]1CCC(N1)=O)OC)C1=C(C(=CC=C1)NC1=C(C(=CC=C1)CNCCOC)F)Cl (R)-5-((((3'-chloro-2'-(2-chloro-3-((2-fluoro-3-(((2-methoxyethyl)amino)methyl)phenyl)amino)phenyl)-6-methoxy-[2,4'-bipyridin]-5-yl)methyl)amino)methyl)pyrrolidin-2-one